COC1=C2C=C(NC2=CC=C1)C(=O)N[C@H](C(CN(C(\C=C\S(=O)(=O)C)=O)C[C@H]1C(NCC1)=O)=O)CC(C)C 4-Methoxy-N-((S)-5-methyl-1-((E)-3-(methylsulfonyl)-N-(((S)-2-oxopyrrolidin-3-yl)methyl)acrylamido)-2-oxohexan-3-yl)-1H-indole-2-carboxamide